N[C@H]1C2N(CC1CC2)C(=O)C2=CC1=C(C(=C(O1)C=1N(C3=CC(=CC=C3C1)N1CCC(CC1)OC)CC1CC1)C)C=C2 ((7R)-7-Amino-2-azabicyclo[2.2.1]heptan-2-yl)(2-(1-(cyclopropylmethyl)-6-(4-methoxypiperidin-1-yl)-1H-indol-2-yl)-3-methylbenzofuran-6-yl)methanone